rel-5-(5-Chloro-2-(((1S)-2-hydroxy-1-(tetrahydrofuran-3-yl)ethyl)amino)pyridin-4-yl)-1-(2-chlorobenzyl)-1,5-dihydro-4H-pyrazolo[4,3-c]pyridin-4-one ClC=1C(=CC(=NC1)N[C@H](CO)[C@@H]1COCC1)N1C(C2=C(C=C1)N(N=C2)CC2=C(C=CC=C2)Cl)=O |o1:11|